C(C)(C)C1=C(C=CC(=N1)N1CCC(CC1)NC(OC(C)(C)C)=O)C=1C=C(C=2N(C1)C=CN2)C tert-butyl (1-(6-isopropyl-5-(8-methylimidazo[1,2-a]pyridin-6-yl)pyridin-2-yl)piperidin-4-yl)carbamate